O1[C@H](COCC1)CN1N=C2C3=C(CC4(C2=C1)CCC4)OC(=C3C(F)(F)F)C(=O)OCC ethyl 2'-{[(2S)-1,4-dioxan-2-yl] methyl}-8'-(trifluoromethyl)-2',5'-dihydrospiro[cyclobutane-1,4'-furo[2,3-g]indazole]-7'-carboxylate